BrC1=C(C=CC=C1)NC1=CC=CC=C1 2-bromophenyl-aniline